3-(7-bromo-8-fluoro-2-(((S)-1-methylpyrrolidin-2-yl)methoxy)quinazolin-4-yl)-3,8-diazabicyclo[3.2.1]octane-8-carboxylic acid tert-butyl ester C(C)(C)(C)OC(=O)N1C2CN(CC1CC2)C2=NC(=NC1=C(C(=CC=C21)Br)F)OC[C@H]2N(CCC2)C